[Si](C)(C)(C(C)(C)C)OC/C=C/CNC1=C(OCCOCCOCCC(=O)OC(C)(C)C)C=C(C=C1[N+](=O)[O-])C(N)=O tert-butyl (E)-3-(2-(2-(2-((4-((tert-butyldimethylsilyl)oxy)but-2-en-1-yl)amino)-5-carbamoyl-3-nitrophenoxy)ethoxy)ethoxy)propanoate